Tert-butyl 7-{4-[(3-methyl-4-{[1,2,4]triazolo[1,5-a]pyridin-7-yloxy}phenyl)amino] pyrido[3,2-d]pyrimidin-6-yl}-4,7-diazaspiro[2.5]octane-4-carboxylate CC=1C=C(C=CC1OC1=CC=2N(C=C1)N=CN2)NC=2C1=C(N=CN2)C=CC(=N1)N1CCN(C2(CC2)C1)C(=O)OC(C)(C)C